C(C)OC(C(F)(F)C=1C(NC2=CC=NC(=C2C1C)Cl)=O)=O.O1C=C(C=C1)/C=C/C(=O)O (E)-3-furanacrylic acid ethyl-2-(5-chloro-4-methyl-2-oxo-1H-1,6-naphthyridin-3-yl)-2,2-difluoroacetate